C1(=CC=CC=C1)C1=NC(=NC(=N1)C1=CC=CC=C1)C1=C(C=CC=C1)N1C=2C=CC=CC2C=2C=CC3=C(C12)OC1=C3C=CC=C1 12-(2-(4,6-diphenyl-1,3,5-triazin-2-yl)phenyl)-12H-benzofuro[2,3-a]-carbazole